FC1([C@H]2CC=3C(=NNC3C[C@]21C)C(=O)O)F (4aS,5aR)-5,5-difluoro-5a-methyl-1H,4H,4aH,5H,5aH,6H-cyclopropa[f]indazole-3-carboxylic acid